FC(CN1[C@@H](C=2NC3=CC=CC=C3C2C[C@H]1C)C=1SC(=CN1)CC1CN(C1)CCC)F 2-((1S,3R)-2-(2,2-Difluoroethyl)-3-methyl-2,3,4,9-tetrahydro-1H-pyrido[3,4-b]indol-1-yl)-5-((1-propylazetidin-3-yl)methyl)thiazole